(8-oxa-3-azabicyclo[3.2.1]octan-3-yl)(1H-pyrazolo[4,3-c]pyridin-6-yl)methanone C12CN(CC(CC1)O2)C(=O)C2=CC1=C(C=N2)C=NN1